6-(2-(5-cyclopropyl-3-(2,6-dichlorophenyl)isoxazol-4-yl)-7-azaspiro[3.5]non-1-en-7-yl)pyridazine-3-carboxylic acid C1(CC1)C1=C(C(=NO1)C1=C(C=CC=C1Cl)Cl)C1=CC2(C1)CCN(CC2)C2=CC=C(N=N2)C(=O)O